Cl.ClC1=C2CC(CC2=CC=C1Cl)N 4,5-dichloro-2,3-dihydro-1H-inden-2-amine hydrochloride